(E)-4-(Dimethylamino)-N-(1,2,3,4-tetrahydroisoquinolin-7-yl)but-2-enamide hydrochloride Cl.CN(C/C=C/C(=O)NC1=CC=C2CCNCC2=C1)C